3-chloro-4-((1-methyl-2-oxo-4-((1-(pyrimidin-2-yl)ethyl)amino)-1,2-dihydroquinolin-6-yl)amino)picolinonitrile ClC=1C(=NC=CC1NC=1C=C2C(=CC(N(C2=CC1)C)=O)NC(C)C1=NC=CC=N1)C#N